C(C)(C)(C)OC(=O)NCC(=O)NC1=C(C=C(C(=O)OC)C=C1)OC methyl 4-(2-((tert-butoxycarbonyl) amino) acetylamino)-3-methoxybenzoate